tert-Butyl (3R)-3-[(1S)-2-[(4S)-4-benzyl-2-oxo-oxazolidin-3-yl]-1-[[3-bromo-5-(trifluoromethyl)phenyl] methyl]-2-oxo-ethyl]pyrrolidine-1-carboxylate C(C1=CC=CC=C1)[C@@H]1N(C(OC1)=O)C([C@@H](CC1=CC(=CC(=C1)C(F)(F)F)Br)[C@@H]1CN(CC1)C(=O)OC(C)(C)C)=O